4-(4-((6-(2-hydroxy-4-(1H-pyrazol-4-yl)phenyl)pyridazin-3-yl)(methyl)amino)-2,2,6,6-tetramethylpiperidine-1-carbonyl)cyclohexane-1-carboxylic acid OC1=C(C=CC(=C1)C=1C=NNC1)C1=CC=C(N=N1)N(C1CC(N(C(C1)(C)C)C(=O)C1CCC(CC1)C(=O)O)(C)C)C